α-(methylsulfonyloxyimino)-4-bromophenylacetonitrile CS(=O)(=O)ON=C(C#N)C1=CC=C(C=C1)Br